C(C)C(CC(=O)[O-])(CC(=O)[O-])CC 3,3-diethylglutaric acid anion